Isobutyl-tert-butylether C(C(C)C)OC(C)(C)C